8-cyclobutoxy-7-(1-(1-ethoxyethyl)-1H-pyrazol-4-yl)-[1,2,4]triazolo[1,5-c]pyrimidin-2-amine C1(CCC1)OC=1C=2N(C=NC1C=1C=NN(C1)C(C)OCC)N=C(N2)N